1-{4-[5-(3-Chloro-4-isopropoxy-phenyl)-[1,2,4]-oxadiazol-3-yl]-benzyl}-4-(2-methoxy-ethoxymethyl)-piperidine-4-carboxylic acid ClC=1C=C(C=CC1OC(C)C)C1=NC(=NO1)C1=CC=C(CN2CCC(CC2)(C(=O)O)COCCOC)C=C1